(4-methyl-2H-1,2,3-triazol-2-yl)acetic acid CC1=NN(N=C1)CC(=O)O